methyl 6-(8-methoxy-2,3,3a,4-tetrahydropyrrolo[1,2-a]quinoxalin-5(1H)-yl)-6-oxohexanoate COC1=CC=C2N(CC3N(C2=C1)CCC3)C(CCCCC(=O)OC)=O